NC=1C=C(SC1)C1=CN=CC(=N1)C=1CCN(CC1)C(=O)OC(C)(C)C tertbutyl 4-(6-(4-aminothiophen-2-yl) pyrazin-2-yl)-3,6-dihydropyridin-1(2H)-carboxylate